tert-butyl 6-[5-[2-[1-(6,7-dihydro-5H-pyrrolo[1,2-c]imidazol-1-yl)-2-ethoxy-2-oxo-ethyl]-7-fluoro-3-oxo-isoindolin-5-yl]-2-pyridyl]-2,6-diazaspiro[3.3]heptane-2-carboxylate C1(=C2N(C=N1)CCC2)C(C(=O)OCC)N2CC1=C(C=C(C=C1C2=O)C=2C=CC(=NC2)N2CC1(CN(C1)C(=O)OC(C)(C)C)C2)F